6-(4-chloro-phenyl)-2-(naphthalen-2-yl)-benzoxazole ClC1=CC=C(C=C1)C1=CC2=C(N=C(O2)C2=CC3=CC=CC=C3C=C2)C=C1